COC=1C(=CC=2C3=C(C=NC2C1)C=NN3CC3=CC=C(C=N3)S(=O)(=O)N)OC 6-((7,8-dimethoxy-1H-pyrazolo[4,3-c]quinolin-1-yl)methyl)pyridine-3-sulfonamide